methyl 4-benzyl-3-oxo-3,4-dihydro-2H-benzo[b][1,4]oxazine-7-carboxylate C(C1=CC=CC=C1)N1C2=C(OCC1=O)C=C(C=C2)C(=O)OC